ClC1=C(C=C(N=N1)NC1CNCCC1)C(F)F 6-chloro-5-difluoromethyl-N-(piperidin-3-yl)pyridazin-3-amine